{4-amino-2-[4-(difluoromethoxy)-3-fluoroanilino]-1,3-thiazol-5-yl}[6-(difluoromethoxy)pyridin-3-yl]methanone NC=1N=C(SC1C(=O)C=1C=NC(=CC1)OC(F)F)NC1=CC(=C(C=C1)OC(F)F)F